C1CCC(CC1)(CN=C=O)CN=C=O Bis(isocyanatomethyl)cyclohexane